(S)-1-allyl-2-((5-chloro-6-fluoro-1-((2-(trimethylsilyl)ethoxy)methyl)-1H-pyrrolo[3,2-b]pyridin-2-yl)methyl)-5-fluoro-3-oxoisoindoline-1-carboxylic acid methyl ester COC(=O)[C@]1(N(C(C2=CC(=CC=C12)F)=O)CC1=CC2=NC(=C(C=C2N1COCC[Si](C)(C)C)F)Cl)CC=C